(R)-6-hydroxy-2H-benzo[d][1,3]oxathiole 3-oxide OC1=CC2=C([S@](CO2)=O)C=C1